2-oxo-5-(1,2,3,4-tetrahydronaphthalin-2-carboxamido)hexandiamid O=C(C(=O)N)CCC(C(=O)N)NC(=O)C1CC2=CC=CC=C2CC1